3-(4-chloro-2-fluorophenyl)-5-(chloromethyl)-1,2,4-oxadiazole ClC1=CC(=C(C=C1)C1=NOC(=N1)CCl)F